6-(cyclopropylmethyl)-3-((6-methoxypyridin-3-yl)methyl)-2-methyl-5,6,7,8-tetrahydropyrido[4,3-d]pyrimidin-4(3h)-one C1(CC1)CN1CC2=C(N=C(N(C2=O)CC=2C=NC(=CC2)OC)C)CC1